O[C@H]1[C@@H](NCC1)C(=O)O (3R)-3-hydroxy-D-proline